ClC1=C(C(=O)N[C@@H](C)C2=NC(=NO2)C2=CC(=NC=C2)C2CC2)C=CC(=C1)Cl (S)-2,4-dichloro-N-(1-(3-(2-cyclopropylpyridin-4-yl)-1,2,4-oxadiazol-5-yl)ethyl)benzamide